(1R,2S)-N-((S)-2-(dimethylamino)-3-(4-hydroxy-2,6-dimethylphenyl)-propyl)-2-methyl-2-phenylcyclopropane-1-carboxamide CN([C@H](CNC(=O)[C@H]1[C@](C1)(C1=CC=CC=C1)C)CC1=C(C=C(C=C1C)O)C)C